O1C(=NCCC1)NC1=CC(=C(OC2=C3C(=NC=C2)NC=C3C=3C=CC(=C(C#N)C3)OC(C)C)C=C1)C(F)(F)F 5-(4-{4-[(5,6-dihydro-4H-1,3-oxazin-2-yl)amino]-2-(trifluoromethyl)phenoxy}-1H-pyrrolo[2,3-b]pyridin-3-yl)-2-[(propan-2-yl)oxy]benzonitrile